C(C=C)OC1CCC(CC1)OC1=C(C(=CC=C1)Br)C 1-(((1s,4s)-4-(allyloxy)cyclohexyl)oxy)-3-bromo-2-methylbenzene